4-(((R)-1-(5-Amino-3-(difluoromethyl)-2-fluorophenyl)ethyl)amino)-8-methyl-6-(((S)-tetrahydrofuran-3-yl)oxy)pyrido[2,3-d]pyrimidin-7(8H)-one NC=1C=C(C(=C(C1)[C@@H](C)NC=1C2=C(N=CN1)N(C(C(=C2)O[C@@H]2COCC2)=O)C)F)C(F)F